C(C)C(CCCCC)(O)NC ethyl[(methyl)amino]hexan-1-ol